FC1=CC=C2C(=CNC(C2=C1F)=O)C(C)N(C(=O)C1NC2=CC=CC=C2C1(C)C)C N-(1-(7,8-difluoro-1-oxo-1,2-dihydroisoquinolin-4-yl)ethyl)-N,3,3-trimethylindoline-2-carboxamide